C1(CCC1)NC1=NC(=NC=C1C(=O)NC1=C(C=CC=C1C)C)NC1=CC=C(C=C1)N1CCN(CC1)CC 4-(cyclobutylamino)-N-(2,6-dimethylphenyl)-2-((4-(4-ethylpiperazin-1-yl)phenyl)amino)pyrimidine-5-carboxamide